4-((4-(2-(4-((8-(2-(4-(2-(2,6-dioxopiperidin-3-yl)-1,3-dioxoisoindoline-5-yl)piperazin-1-yl)ethoxy)octyl)oxy)phenyl)propan-2-yl)phenoxy)methyl)pyrimidine O=C1NC(CCC1N1C(C2=CC=C(C=C2C1=O)N1CCN(CC1)CCOCCCCCCCCOC1=CC=C(C=C1)C(C)(C)C1=CC=C(OCC2=NC=NC=C2)C=C1)=O)=O